FC=1C(=NC=CC1)C1=NN(C=C1NC(=O)C=1OC(=CC1)C=1C=NNC1)C1CC(C1)OCC(F)(F)F N-(3-(3-fluoropyridin-2-yl)-1-((1s,3s)-3-(2,2,2-trifluoroethoxy)cyclobutyl)-1H-pyrazol-4-yl)-5-(1H-pyrazol-4-yl)furan-2-carboxamide